CC1(OB(OC1(C)C)C1=CC(CCC1)NC(OC(C)(C)C)=O)C tert-Butyl (3-(4,4,5,5-tetramethyl-1,3,2-dioxaborolan-2-yl)cyclohex-2-en-1-yl)carbamate